C(C(C)C)OC=C(C)C1=CC=C(C=C1)C(=COCCOCCOCCC)C 1-(1-isobutoxyprop-1-en-2-yl)-4-(1-(2-(2-propoxyethoxy)ethoxy)prop-1-en-2-yl)benzene